(2S,4R)-N-(2-azido-1-(4-cyanothiophen-2-yl)ethyl)-4-(difluoromethoxy)-1-((4-phenoxybenzoyl)glycyl)pyrrolidine-2-carboxamide N(=[N+]=[N-])CC(C=1SC=C(C1)C#N)NC(=O)[C@H]1N(C[C@@H](C1)OC(F)F)C(CNC(C1=CC=C(C=C1)OC1=CC=CC=C1)=O)=O